CN(C1=CC=C(C=C1)/C=C/C=C/C=1SC2=C([N+]1CC)C=CC(=C2)OC)C 2-((1E,3E)-4-(4-(dimethylamino)phenyl)buta-1,3-dienyl)-3-ethyl-6-methoxybenzo[d]thiazole-3-ium